C1CC12CN(CC2)CC2=CC(=NC(=N2)C2CC2)C(=O)NC2=CC(=CC=C2)C2(COC2)[C@H](C2=NN=CN2C)F (R)-6-((5-azaspiro[2.4]heptan-5-yl)methyl)-2-cyclopropyl-N-(3-(3-(fluoro(4-methyl-4H-1,2,4-triazol-3-yl)methyl)oxetan-3-yl)phenyl)pyrimidine-4-carboxamide